N'-(2-chloro-4-(1-hydroxycyclobutyl)-5-methylphenyl)-N-ethyl-N-methylformimidamide ClC1=C(C=C(C(=C1)C1(CCC1)O)C)N=CN(C)CC